(3r,5r,7r)-1-(3-bromo-5-chlorophenyl)adamantane BrC=1C=C(C=C(C1)Cl)C12CC3CC(CC(C1)C3)C2